N-(6-(methylamino)acridin-3-yl)pivalamide CNC=1C=C2N=C3C=C(C=CC3=CC2=CC1)NC(C(C)(C)C)=O